BrC1=CC=C2C(CC3(CCN(CC3)CC=3OC(=NN3)C3=CC4=CC=CC=C4C=C3)OC2=C1)O 7-Bromo-1'-((5-(naphthalen-2-yl)-1,3,4-oxadiazol-2-yl)methyl)spiro[chromane-2,4'-piperidin]-4-ol